C1=NC=CC2=CC=C(C=C12)C1=CC(=NN1C)NC(=O)NC1=CC=CC=C1 1-(5-(isoquinolin-7-yl)-1-methyl-1H-pyrazol-3-yl)-3-phenylurea